C(CCC)C1=C(C(O)=CC=C1)O 3-butylcatechol